FC(C(=O)O)(F)F.FC1(C(CNCC1)C1=CC(=NC=C1)C(=O)N)F 4-(4,4-difluoropiperidin-3-yl)picolinamide trifluoroacetic acid salt